C(C1=CC=CC=C1)OC1=C(C=C(C=O)C=C1)C1=NC=C(C=N1)F 4-(benzyloxy)-3-(5-fluoropyrimidin-2-yl)benzaldehyde